2-(1-(5-(trifluoromethyl)pyrimidin-2-yl)piperidin-4-yl)acetamide FC(C=1C=NC(=NC1)N1CCC(CC1)CC(=O)N)(F)F